3-(2-oxopyrrolidinyl)propyl Acrylate C(C=C)(=O)OCCCN1C(CCC1)=O